CC=1C=C(CN2N=C3N([C@H](CCC3)C(=O)N3CCCC3)C2=O)C=CC1 |r| (5RS)-2-(3-Methylbenzyl)-5-(pyrrolidin-1-ylcarbonyl)-5,6,7,8-tetrahydro[1,2,4]triazolo[4,3-a]pyridine-3(2H)-on